2,4-dibromophenyl-urea BrC1=C(C=CC(=C1)Br)NC(=O)N